N-(pyridin-3-yl)-5-(2-(quinolin-6-yl)-7H-pyrrolo[2,3-d]pyrimidin-5-yl)pyrazolo[1,5-a]pyridine-3-carboxamide N1=CC(=CC=C1)NC(=O)C=1C=NN2C1C=C(C=C2)C2=CNC=1N=C(N=CC12)C=1C=C2C=CC=NC2=CC1